ClC=1C(=C(CNC([C@H](CC(C)C)NC(CN2N=C(C3=CC=CC=C23)C(=O)N)=O)=O)C=CC1)F (S)-1-(2-((1-((3-chloro-2-fluorobenzyl)amino)-4-methyl-1-oxopent-2-yl)amino)-2-oxoethyl)-1H-indazole-3-carboxamide